3,3-Dimethylthiobutane CSC(CC)(C)SC